C(C=C)N1N(C2=NC(=NC=C2C1=O)NC=1C=C(C2=C(N(C(=N2)C)C)C1)F)C1=NC(=CC=C1)C(C)(C)O 2-allyl-6-((4-fluoro-1,2-dimethyl-1H-benzo[d]imidazol-6-yl)amino)-1-(6-(2-hydroxypropan-2-yl)pyridin-2-yl)-1,2-dihydro-3H-pyrazolo[3,4-d]pyrimidin-3-one